O=C1N(N=C2N1CCCC2)CC2=C(C=C(C(=C2)F)F)F (5S)-3-Oxo-2-(2,4,5-trifluorobenzyl)-2,3,5,6,7,8-hexahydro[1,2,4]triazolo[4,3-a]pyridin